[Cl-].CO[Si](OC)(OC)C[N+](C)(CCCCCCCCCCCCCCCCCC)CCC trimethoxysilyl-propyloctadecyldimethyl-ammonium chloride